(3s,6s,9as)-6-(5-((diethoxyphosphoryl)difluoromethyl)benzo[b]thiophene-2-carboxamido)-5-oxooctahydro-1H-pyrrolo[1,2-a]azepine-3-carboxylic acid perfluorophenyl ester FC1=C(C(=C(C(=C1F)F)F)F)OC(=O)[C@@H]1CC[C@H]2N1C([C@H](CCC2)NC(=O)C2=CC1=C(S2)C=CC(=C1)C(F)(F)P(=O)(OCC)OCC)=O